C(C)(C)(C)C=1C=C(C=C(C1O)C(C)(C)C)C(C(=O)OC=CSC=COC(C(C)C1=CC(=C(C(=C1)C(C)(C)C)O)C(C)(C)C)=O)C thiodivinyl bis[(3,5-di-tert-butyl-4-hydroxyphenyl) propionate]